1-acetoxyethyl-4-(2-(1H-imidazol-1-yl) ethoxy)-3-methoxybenzoate C(C)(=O)OC(C)OC(C1=CC(=C(C=C1)OCCN1C=NC=C1)OC)=O